Methyl (S)-2-((tert-butoxycarbonyl)amino)-5-oxo-5-(1,3,4,5-tetrahydro-2H-benzo[c]azepin-2-yl)pentanoate C(C)(C)(C)OC(=O)N[C@H](C(=O)OC)CCC(N1CC2=C(CCC1)C=CC=C2)=O